CC1=NN(C(=C1C1=C(C=CC2=C1N=CS2)F)C)COCC[Si](C)(C)C 4-(3,5-dimethyl-1-{[2-(trimethylsilyl)ethoxy]methyl}-1H-pyrazol-4-yl)-5-fluoro-1,3-benzothiazole